C(OC(C)(C)C)(OC1=CC2=C(CN(C(O2)=O)CC2=C(C(=CC=C2)NS(NC)(=O)=O)F)C=C1Cl)=O tert-butyl (6-chloro-3-(2-fluoro-3-((N-methylsulfamoyl)amino)benzyl)-2-oxo-3,4-dihydro-2H-benzo[e][1,3]oxazin-7-yl) carbonate